(1r,2s,5r)-N-(2-(pyridin-2-yl)ethyl)menthyl-formamide benzyl-4-(4-{4-[(1,3-dioxolan-2-yl)methyl]piperidin-1-yl}phenyl)piperidine-1-carboxylate C(C1=CC=CC=C1)OC(=O)N1CCC(CC1)C1=CC=C(C=C1)N1CCC(CC1)CC1OCCO1.N1=C(C=CC=C1)CCN(C=O)C1C[C@@H](CCC1C(C)C)C